(3,5-di-tert-butylphenol) aluminum [Al].C(C)(C)(C)C=1C=C(C=C(C1)C(C)(C)C)O